ClC1=NC=CC(=C1)B(O)O (2-chloropyridin-4-yl)boronic acid